Methyl (S)-piperidine-2-carboxylate hydrochloride Cl.N1[C@@H](CCCC1)C(=O)OC